BrC1=CC(=C(S1)C=O)CC(CCCC)CC 5-bromo-3-(2-ethylhexyl)thiophene-2-carbaldehyde